ethyl {[(2S,5R)-2-carbamoyl-3-methyl-7-oxo-1,6-diazabicyclo[3.2.1]oct-3-en-6-yl]oxy}acetate C(N)(=O)[C@H]1N2C(N([C@H](C=C1C)C2)OCC(=O)OCC)=O